C1(=CC=C(C2=CC=CC=C12)C(=O)OCC)C(=O)OCC diethyl 1,4-naphthalenedicarboxylate